2-Methylpropionic acid [5-[3-chloro-6-fluoro-2-[2-(2-fluoro-4-pyridyl) ethyl] phenyl]-1,3-dimethyl-6-oxo-pyridazin-4-yl] ester ClC=1C(=C(C(=CC1)F)C1=C(C(=NN(C1=O)C)C)OC(C(C)C)=O)CCC1=CC(=NC=C1)F